3-(4-(4-(2-(2-Aminopyridin-3-yl)-5-phenyl-3H-imidazo[4,5-b]pyridin-3-yl)benzyl)piperazin-1-yl)-4-(methoxy-d3)cyclobut-3-ene-1,2-dione NC1=NC=CC=C1C1=NC=2C(=NC(=CC2)C2=CC=CC=C2)N1C1=CC=C(CN2CCN(CC2)C=2C(C(C2OC([2H])([2H])[2H])=O)=O)C=C1